CN(C=O)CC1=CC=C(C=C1)N(C=O)C N-methyl-N-(4-(N-methyl-formamido)benzyl)formamide